(dl)-2-hydroxy-3-phenylpropionic acid O[C@@H](C(=O)O)CC1=CC=CC=C1 |r|